4-oxobutanoic acid 2-amino-2-(hydroxymethyl)propane-1,3-diol salt NC(CO)(CO)CO.O=CCCC(=O)O